C(C)OC(=O)C=1C(=NOC1C1CC1)C1=C(C=CC=C1Cl)Cl 5-cyclopropyl-3-(2,6-dichlorophenyl)-1,2-oxazole-4-carboxylic acid ethyl ester